C(C1=CC=CC=C1)OC=1C(=NC=NC1OCC1=CC=CC=C1)CC1C(=NOC1)C1=CC=CC=C1 4-(4-((5,6-bis(benzyloxy)pyrimidin-4-yl)methyl)-4,5-dihydroisoxazol-3-yl)benzene